C1=CC(C=CC12C=CC(CC2)=O)=O spiro[5.5]undecane-1,4,7-triene-3,9-dione